CN1C(N(C2=C1C=CC(=C2)S(=O)(=O)NC2(CC2)C)C=2SC(=NN2)C(F)(F)F)=O 1-methyl-N-(1-methylcyclopropyl)-2-oxo-3-[5-(trifluoromethyl)-1,3,4-thiadiazol-2-yl]benzimidazole-5-sulfonamide